[3-sulfamoyl-4-(trifluoromethoxy)phenyl]methyl 6-(azetidin-1-yl)-4-fluoro-1-benzofuran-2-carboxylate N1(CCC1)C1=CC2=C(C=C(O2)C(=O)OCC2=CC(=C(C=C2)OC(F)(F)F)S(N)(=O)=O)C(=C1)F